CC1=C(C(=CC=C1)C)N 1,3-dimethyl-2-aminobenzene